OCCN(C1=CC=C(C=C1)C1=CC=C(S1)C=O)C 5-(4-(2-hydroxyethylmethylamino)phenyl)thiophene-2-carbaldehyde